CC1=C(CNS(=O)(=O)C2=CC=C(C)C=C2)C=CC=C1 N-(2-methylbenzyl)p-toluenesulfonamide